cis-8-dimethylamino-3-[(4-methoxyphenyl)-methyl]-8-phenyl-1-(tetrahydro-furan-2-yl-methyl)-1,3-diazaspiro[4.5]decan-2-one CN(C1(CCC2(CN(C(N2CC2OCCC2)=O)CC2=CC=C(C=C2)OC)CC1)C1=CC=CC=C1)C